tert-Butyl 3-((nonylamino)methyl)pyrrolidine-1-carboxylate C(CCCCCCCC)NCC1CN(CC1)C(=O)OC(C)(C)C